N-(1-ethoxycarbonyl-2-methylpropyl)-1-(5-fluoropentyl)indole-3-carboxamide C(C)OC(=O)C(C(C)C)NC(=O)C1=CN(C2=CC=CC=C12)CCCCCF